FC1(CCN(CC1)C(=O)C=1C=C2C(=NC1)N(C=C2)C2=CC(=NC=C2)CN2CCCC2)F (4,4-difluoropiperidin-1-yl)(1-(2-(pyrrolidin-1-ylmethyl)pyridin-4-yl)-1H-pyrrolo[2,3-b]pyridin-5-yl)methanone